C1(=CC=CC=C1)C1=CC(=NC=C1)C#N 4-phenylpyridinenitrile